ClC1=C(C(=C2C(=N1)N(C=N2)[C@H]2[C@@H]([C@@H]([C@H](O2)COCP(O)(O)=O)O)O)N2C[C@@H]([C@@H](C2)F)F)C#N ((((2R,3S,4R,5R)-5-(5-chloro-6-cyano-7-((3S,4R)-3,4-difluoropyrrolidin-1-yl)-3H-imidazo[4,5-b]pyridin-3-yl)-3,4-dihydroxytetrahydrofuran-2-yl)methoxy)methyl)phosphonic acid